(S)-2-hydroxyfumaric acid O/C(/C(=O)O)=C\C(=O)O